O=CCCC[NH3+] 4-oxobutan-1-aminium